3-((5,5-difluorohexyl)oxy)-4-(1-(fluoromethyl)-1,2,5,6-tetrahydropyridin-3-yl)-1,2,5-thiadiazole FC(CCCCOC1=NSN=C1C=1CN(CCC1)CF)(C)F